NC1=C2C(=C(N=N1)OC1CS(CC1)=O)N(C(=N2)CCCC)CC2=CC=C(C=C2)OC 3-((4-amino-2-butyl-1-(4-methoxybenzyl)-1H-imidazo[4,5-d]pyridazin-7-yl)oxy)tetrahydrothiophene 1-oxide